5-(8,8-difluoro-7-oxobicyclo[4.2.0]oct-1,3,5-triene-2-enyloxy)pyridine FC1(C(C2=CC(=C=C=C12)OC=1C=CC=NC1)=O)F